(S)-3-(1-(8-amino-1-methylimidazo[1,5-a]pyrazin-3-yl)ethyl)-5-chloro-6-fluoro-2-isopropoxy-N-methylbenzamide NC=1C=2N(C=CN1)C(=NC2C)[C@@H](C)C=2C(=C(C(=O)NC)C(=C(C2)Cl)F)OC(C)C